(3-([1,1'-Biphenyl]-2-ylethynyl)-1H-indazol-5-yl)((2S,6S)-2,6-dimethylpiperazin-1-yl)methanone C1(=C(C=CC=C1)C#CC1=NNC2=CC=C(C=C12)C(=O)N1[C@H](CNC[C@@H]1C)C)C1=CC=CC=C1